ClC1=CC=C(C=C1)N1N=C(C=C1)OCC1=C(C=CC=C1)N(C(OC)=O)O methyl [2-({[1-(4-chlorophenyl)-1H-pyrazol-3-yl] oxy}methyl) phenyl]hydroxycarbamate